3-trimethoxysilylpropyl thiooctanoate C(CCCCCCC)(=S)OCCC[Si](OC)(OC)OC